ethyltriPhenylphosphonium bromide [Br-].C(C)[P+](C1=CC=CC=C1)(C1=CC=CC=C1)C1=CC=CC=C1